Nerolidol OC(C)(C=C)CCC=C(C)CCC=C(C)C